(R)-N-(3-hydroxy-3-methylbutyl)-7-((1-hydroxypropan-2-yl)amino)-2-phenylthiazolo[5,4-b]pyridine-6-carboxamide OC(CCNC(=O)C=1C(=C2C(=NC1)SC(=N2)C2=CC=CC=C2)N[C@@H](CO)C)(C)C